COC(NN1C(C(=C(C(=C1C)C1=CC=CC=C1)C1=CC=CC=C1)C)=O)=O (3,6-dimethyl-2-oxo-4,5-diphenyl-1(2H)-pyridinyl)carbamic acid methyl ester